5-chloro-3-bromoacetamidothiophene ClC1=CC(=CS1)NC(CBr)=O